C=CCCCCCCCCCCCC alpha-Tetradecen